1-methyl-3-[1-[4-(trifluoromethoxy)phenoxy]ethyl]indazole-6-carbaldehyde CN1N=C(C2=CC=C(C=C12)C=O)C(C)OC1=CC=C(C=C1)OC(F)(F)F